N-(3-(5-bromo-2-nitrophenoxy)propyl)-2,5-dichloro-7-((2-(trimethylsilyl)ethoxy)methyl)-7H-pyrrolo[2,3-d]Pyrimidine-4-amine BrC=1C=CC(=C(OCCCNC=2C3=C(N=C(N2)Cl)N(C=C3Cl)COCC[Si](C)(C)C)C1)[N+](=O)[O-]